6-(Azetidin-1-yl)-N-[2-(3-ethyl-1,2,4-oxadiazol-5-yl)benzene-1-sulfonyl]-4-fluoro-1-benzofuran-2-carboxamide N1(CCC1)C1=CC2=C(C=C(O2)C(=O)NS(=O)(=O)C2=C(C=CC=C2)C2=NC(=NO2)CC)C(=C1)F